3-oxo-2-amyl-1-cyclopentene O=C1C(=CCC1)CCCCC